C(CCCCCCCC)P([O-])(=O)CCCCCCCCC.[Al+3].C(CCCCCCCC)P([O-])(=O)CCCCCCCCC.C(CCCCCCCC)P([O-])(=O)CCCCCCCCC aluminium dinonylphosphinate